3-(4-chlorophenyl)-N-[(trans)-2-hydroxycyclopentyl]-6-oxo-6H-1,4'-bipyridazine-5-carboxamide ClC1=CC=C(C=C1)C1=NN(C(C(=C1)C(=O)N[C@H]1[C@@H](CCC1)O)=O)C1=CN=NC=C1